N-carbobenzoxy-O-tertiary butyl-L-seryl-glycine C(=O)(OCC1=CC=CC=C1)N[C@@H](COC(C)(C)C)C(=O)NCC(=O)O